COC1=CC=C(C=C1)CC(=O)N1CCC=2C1=CN=CC2C2=CC=C(C#N)C=C2 4-{1-[2-(4-methoxyphenyl)acetyl]-2,3-dihydro-1H-pyrrolo[2,3-c]pyridin-4-yl}benzonitrile